copper hydride Oxide [CuH2]=O